(3aR,5S,6aR)-2,2-dimethyltetrahydrofuro[2,3-d][1,3]dioxole-5-carbaldehyde CC1(O[C@H]2[C@@H](O1)O[C@@H](C2)C=O)C